BrC=1C=C(C(=C(C#N)C1)F)C(F)(F)F 5-Bromo-2-fluoro-3-(trifluoromethyl)benzonitrile